C(C)C1=CC2=C(C3=CC=CC=C3C(=C2C=C1)C(=O)OCCC(C)C)C(=O)OCCC(C)C 2-ethyl-9,10-bis(isopentoxycarbonyl)anthracene